S(=O)(=O)(C1=CC=C(C)C=C1)N1C=C(C=2C1=NC=C(N2)[2H])C=2SC=C(N2)C=2C=C(C=CC2)[C@]2(CCN1C2=NC=C1)O (S)-7-(3-(2-(5-Tosyl-5H-pyrrolo[2,3-b]pyrazin-7-yl-2-d)thiazol-4-yl)phenyl)-6,7-dihydro-5H-pyrrolo[1,2-a]imidazol-7-ol